S1C(=CC=C1)C1=CC=NC=C1C(=O)O thiophenenicotinic acid